Cl.CNC(=O)[N+]1=CC=CC(=C1)N1CCNCC1 N-methyl-5-piperazin-1-ylpyridiniumcarboxamide hydrochloride